1-(5-{1-[(2,6-difluorophenyl)methyl]-5-[(dimethylamino)methyl]-3-(6-methoxypyridin-3-yl)-2,4-dioxothieno[2,3-d]pyrimidin-6-yl}pyridin-2-yl)-3-methoxyurea FC1=C(C(=CC=C1)F)CN1C(N(C(C2=C1SC(=C2CN(C)C)C=2C=CC(=NC2)NC(=O)NOC)=O)C=2C=NC(=CC2)OC)=O